tert-butyl (S)-(1-(3-(4-(3-acetylphenyl)picolinamido)-5-(4-methyl-1H-imidazol-1-yl)benzyl)piperidin-3-yl)carbamate C(C)(=O)C=1C=C(C=CC1)C1=CC(=NC=C1)C(=O)NC=1C=C(CN2C[C@H](CCC2)NC(OC(C)(C)C)=O)C=C(C1)N1C=NC(=C1)C